F[C@@H]1CN(CC[C@@H]1OC)C1=NC=CC(=N1)NC1=CC(=C(C=N1)C(=O)N1CC(C1)CS(=O)(=O)C)NC1COCC1 (6-((2-(cis-3-fluoro-4-methoxypiperidin-1-yl)pyrimidin-4-yl)amino)-4-((tetrahydrofuran-3-yl)amino)pyridin-3-yl)(3-((methylsulfonyl)methyl)azetidin-1-yl)methanone